diethyl [[3,5-bis(1,1-dimethyl-ethyl)-4-hydroxyphenyl]methyl] phosphate P(=O)(OCC)(OCC)OCC1=CC(=C(C(=C1)C(C)(C)C)O)C(C)(C)C